6-((2,3-dichloropyridin-4-yl)thio)-5-methylpyrazine-2-carboxylic acid methyl ester COC(=O)C1=NC(=C(N=C1)C)SC1=C(C(=NC=C1)Cl)Cl